C(OC(C)Cl)(OC1=C(C=CC=C1)F)=O 1-chloroethyl (2-fluorophenyl) carbonate